[O-]P([O-])(=O)OP(=O)([O-])[O-].[Fe+3].[Li+] Lithium iron(III) diphosphate